9,9''-(5-(4,6-diphenyl-1,3,5-triazin-2-yl)-1,3-phenylene)bis(9H-3,9'-bicarbazole) C1(=CC=CC=C1)C1=NC(=NC(=N1)C1=CC=CC=C1)C=1C=C(C=C(C1)N1C2=CC=CC=C2C=2C=C(C=CC12)N1C2=CC=CC=C2C=2C=CC=CC12)N1C2=CC=CC=C2C=2C=C(C=CC12)N1C2=CC=CC=C2C=2C=CC=CC12